[N+](=[N-])=NCCCC[C@H](NC(CCN1C(C=CC1=O)=O)=O)C(=O)O N6-diazo-N2-(3-(2,5-dioxo-2,5-dihydro-1H-pyrrol-1-yl)propanoyl)-L-lysine